OC1(CCN(CC1)C(C[C@@H](C)C1=CC=CC=C1)=O)CN1C=NC2=C(C1=O)SC=C2CCCO (R)-3-((4-hydroxy-1-(3-phenylbutanoyl)piperidin-4-yl)methyl)-7-(3-hydroxypropyl)thieno[3,2-d]pyrimidin-4(3H)-one